NC1=C(C(=C(C=N1)NC(C(=O)N1[C@H](CC[C@@H](C1)C)C1=CC=C(C=C1)O)=O)C)C (6-amino-4,5-dimethyl-3-pyridyl)-2-[(2R,5S)-2-(4-hydroxyphenyl)-5-methyl-1-piperidyl]-2-oxo-acetamide